Lanthanum gallate C(C1=CC(O)=C(O)C(O)=C1)(=O)[O-].[La+3].C(C1=CC(O)=C(O)C(O)=C1)(=O)[O-].C(C1=CC(O)=C(O)C(O)=C1)(=O)[O-]